C(C)C(C(=O)OCC)CC(=O)C1=CC2=C(C=C(C3=C2C=C(O3)F)OC)S1 ethyl 2-ethyl-4-(2-fluoro-4-methoxythieno[3,2-e]benzofuran-7-yl)-4-oxobutanoate